5-amino-2-{8-[(2-cyano-2-methylideneethyl)amino]-7-methoxynaphthalen-2-yl}-N-(1-methylpiperidin-4-yl)pyrimidine-4-carboxamide NC=1C(=NC(=NC1)C1=CC2=C(C(=CC=C2C=C1)OC)NCC(=C)C#N)C(=O)NC1CCN(CC1)C